(S)-benzyl 2-(2,6-dichloro-4-((R)-1-phenylethylcarbamoyl)benzamido)-3-(3-((R)-2,3-dihydro-1H-inden-1-yl)ureido)propanoate ClC1=C(C(=O)N[C@H](C(=O)OCC2=CC=CC=C2)CNC(=O)N[C@@H]2CCC3=CC=CC=C23)C(=CC(=C1)C(N[C@H](C)C1=CC=CC=C1)=O)Cl